(((S)-3-methylpiperidin-1-yl)methyl)-4H-chromen-4-one C[C@@H]1CN(CCC1)CC=1OC2=CC=CC=C2C(C1)=O